CN1C2=C(OCC1)C=CC(=C2)S(=O)(=O)N2CCC(CC2)C=2C(=CC=1N(N2)C=CN1)C 4-methyl-6-((4-(7-methylimidazo[1,2-b]pyridazin-6-yl)piperidin-1-yl)sulfonyl)-3,4-dihydro-2H-benzo[b][1,4]oxazine